monomethyl propionate mono-methanesulfonate CS(=O)(=O)O.C(CC)(=O)OC